i-propyl propionate C(CC)(=O)OC(C)C